C(CCCCC(C)C)C(C(=O)[O-])S.C(CCCCCCC)[Sn+3].C(CCCCC(C)C)C(C(=O)[O-])S.C(CCCCC(C)C)C(C(=O)[O-])S monooctyltin (isooctylthioglycolate)